C(#N)C1=CN=C2N1C(=CC(=C2)C=2N=NN(C2C)C2CCN(CC2)C(=O)OC(C)(C)C)OC(C)C=2SC(=CN2)C tert-Butyl 4-[4-[3-cyano-5-[1-(5-methylthiazol-2-yl)ethoxy]imidazo[1,2-a]pyridin-7-yl]-5-methyl-triazol-1-yl]piperidine-1-carboxylate